C(C)(=O)OC(C(=O)Cl)(C)C 2-(acetoxy)-2-methylpropanoyl chloride